C(C=C)OC(=O)N1[C@H](CN(CC1)C1=NC(=NC=2[C@@H]([C@@]3(CCC12)CCC1=C(C=CC=C13)Cl)F)S(=O)C)CC#N (2S)-4-((1S,8'R)-4-chloro-8'-fluoro-2'-(methylsulfinyl)-2,3,5',8'-tetrahydro-6'H-spiro[indene-1,7'-quinazolin]-4'-yl)-2-(cyanomethyl)piperazine-1-carboxylic acid allyl ester